O=C1NCC2=CC=C(C=C12)NC(CC(=O)O)C 3-((3-oxoisoindolin-5-yl)amino)butanoic acid